bis-[3-(ethanesulfonyloxy)phenyl]urea C(C)S(=O)(=O)OC=1C=C(C=CC1)NC(NC1=CC(=CC=C1)OS(=O)(=O)CC)=O